C(C)(C)(C)C1=CC(=C(C=C1Cl)C=1NC2=CC=NC(=C2C(C1)=O)C=1N(C=CN1)C)C 2-(4-tert-butyl-5-chloro-2-methyl-phenyl)-5-(1-methylimidazol-2-yl)-1H-1,6-naphthyridin-4-one